2,4-dihydroxybenzyl ether OC1=C(COCC2=C(C=C(C=C2)O)O)C=CC(=C1)O